ClC=1C=NC(=C(C(=O)NC2CCC(CC2)CN2C(N(C3=C2C=CC=C3)C=3C=C2CNCC2=CC3)=O)C1)C 5-chloro-N-((1r,4r)-4-((3-(isoindolin-5-yl)-2-oxo-2,3-dihydro-1H-benzo[d]imidazol-1-yl)methyl)cyclohexyl)-2-methylnicotinamide